5-Chloro-4-(4-{3,8-diazabicyclo[3.2.1]octan-3-yl}-8-fluoro-2-[2-(hexahydro-1H-pyrrolizin-7a-yl)ethynyl]pyrido[4,3-d]pyrimidin-7-yl)naphthalen-2-ol ClC1=C2C(=CC(=CC2=CC=C1)O)C1=C(C=2N=C(N=C(C2C=N1)N1CC2CCC(C1)N2)C#CC21CCCN1CCC2)F